(4-bromo-8H-pyrrolo[2,3-e][1,3]benzothiazol-7-yl)-trimethyl-silane BrC1=CC2=C(C=3N=CSC31)NC(=C2)[Si](C)(C)C